(Z)-13-hexadecen-11-ynol C(CCCCCCCCCC#C\C=C/CC)O